Cl.N[C@@H]1CN(CCC1)C1=CC(=NC=C1C=1C=NN(C1)CCN1CCOCC1)NC1=NC(=NC=C1)C1=C(C=CC=C1OC)F (S)-N-(4-(3-aminopiperidin-1-yl)-5-(1-(2-morpholinoethyl)-1H-pyrazol-4-yl)pyridin-2-yl)-2-(2-fluoro-6-methoxyphenyl)pyrimidin-4-amine hydrochloride